N-[5-(1H-1,3-benzodiazol-4-ylmethoxy)-1,3,4-thiadiazol-2-yl]-3-(2-methoxyphenyl)pyridine-4-carboxamide N1C=NC2=C1C=CC=C2COC2=NN=C(S2)NC(=O)C2=C(C=NC=C2)C2=C(C=CC=C2)OC